2-methyl-1-(4-(methylthio)phenyl)-2-morpholino-propan-1-one CC(C(=O)C1=CC=C(C=C1)SC)(C)N1CCOCC1